C(C)N(C(C(C)C)=O)CC1=CC=C(C=C1)C1=NOC(=N1)C(F)(F)F N-ethyl-2-methyl-N-[[4-[5-(trifluoromethyl)-1,2,4-oxadiazol-3-yl]phenyl]methyl]-propanamide